4-(heptadecanoyloxy)-2,3-bis(((3-(piperidin-1-yl)propyl)carbamothioyl)oxy)-butyl (9Z,12Z)-octadeca-9,12-dienoate C(CCCCCCC\C=C/C\C=C/CCCCC)(=O)OCC(C(COC(CCCCCCCCCCCCCCCC)=O)OC(NCCCN1CCCCC1)=S)OC(NCCCN1CCCCC1)=S